4-((7-(1-(difluoromethyl)-1H-pyrazol-4-yl)quinolin-4-yl)oxy)aniline FC(N1N=CC(=C1)C1=CC=C2C(=CC=NC2=C1)OC1=CC=C(N)C=C1)F